C1=C(SC(=S)N1)S 2,5-dimercapto-1,3,4-thiazole